C(C)(=O)C=1C=C(C=CC1)NC(NC=1C(=C2C(N(C=NC2=CC1)CCOC)=O)C1=CCN(CC1)C(=O)OC(C)(C)C)=O tert-butyl 4-(6-(3-(3-acetylphenyl)ureido)-3-(2-methoxyethyl)-4-oxo-3,4-dihydroquinazolin-5-yl)-5,6-dihydropyridine-1(2H)-carboxylate